7-methoxy-3-p-toluenesulfonyl-4,5-dihydrospiro[benzo[d]azepin-2,1'-cyclopropane]-1(3H)-one COC1=CC2=C(C(C3(CC3)N(CC2)S(=O)(=O)C2=CC=C(C)C=C2)=O)C=C1